4-iodo-6-oxo-(R)-(2-((2,4-dimethoxybenzyl)amino)-4-((1-hydroxyl-2-methylhexan-2-yl)amino)quinazolin-7-yl)boronic acid I[C@@]1(N=C(N=C2C=C(C(C=C12)=O)B(O)O)NCC1=C(C=C(C=C1)OC)OC)NC(CO)(CCCC)C